dihydrobenzo[cd]indole-6-carboxylate N1CC2=C3C(C(=CC=C13)C(=O)[O-])=CC=C2